Cl[Rh-3](Cl)(Cl)(Cl)(Cl)Cl The molecule is a perchlorometallate anion having six chlorines and rhodium(III) as the metal component. It is a rhodium coordination entity and a perchlorometallate anion.